2-(chloro-methyl)-1-(2,2,2-trifluoroethyl)imidazole hydrochloride Cl.ClCC=1N(C=CN1)CC(F)(F)F